NC1=C2C(=NC(=C1)Cl)N(C=N2)[C@H]2[C@@H]([C@@H]([C@@]1(C[C@H]21)C(=O)NC)O)O (1S,2R,3S,4R,5S)-4-(7-amino-5-chloro-3H-imidazo[4,5-b]pyridin-3-yl)-2,3-dihydroxy-N-methylbicyclo[3.1.0]hexane-1-carboxamide